N(=[N+]=[N-])CCOCCOCCOCCOC1=CC=C(C=C1)CCC=1C(=NN(C1O)C=1NC=2C(=NC=CC2)N1)C1=CC=C(C=C1)C(F)(F)F 4-{2-[4-(2-{2-[2-(2-azidoethoxy)ethoxy]ethoxy}ethoxy)phenyl]ethyl}-1-{1H-imidazo[4,5-b]pyridin-2-yl}-3-[4-(trifluoromethyl)phenyl]-1H-pyrazol-5-ol